3-[(3-chloro-2-methoxyphenyl)amino]-2-[6-(oxetan-3-yloxy)-1,5-naphthyridin-4-yl]-1H,6H,7H-pyrano[4,3-b]pyrrol-4-one ClC=1C(=C(C=CC1)NC=1C2=C(NC1C1=CC=NC3=CC=C(N=C13)OC1COC1)CCOC2=O)OC